C(C)OC(=O)C1CCN(CC1)C1=NC(=C(N=C1Cl)I)CCCO (3-chloro-6-(3-hydroxypropyl)-5-iodopyrazin-2-yl)piperidine-4-carboxylic acid ethyl ester